N-((7-bromo-2-(2,6-dioxopiperidin-3-yl)-1,3-dioxoisoindolin-5-yl)methyl)-4,9-dioxo-4,9-dihydronaphtho[2,3-b]furan-2-carboxamide BrC=1C=C(C=C2C(N(C(C12)=O)C1C(NC(CC1)=O)=O)=O)CNC(=O)C1=CC2=C(O1)C(C1=CC=CC=C1C2=O)=O